FC=1C(=CC(=C(C1)N1C(C=CC2=CC(=CC=C12)S(=O)(=O)N(CC1=CC=C(C=C1)OC)C1=NOC=C1)=O)OC)C1CC2(C1)OCCO2 (P)-1-(5-fluoro-2-methoxy-4-(5,8-dioxaspiro[3.4]oct-2-yl)phenyl)-N-(isoxazol-3-yl)-N-(4-methoxybenzyl)-2-oxo-1,2-dihydroquinoline-6-sulfonamide